FC1=CC=C(C=C1)S(=O)(=O)NC=1C(=NC=C(C1)C=1C=C2C(=NC=NC2=CC1)N1CCC2(CN(C2)C(\C=C\C(C)=O)=O)CC1)OC (E)-4-fluoro-N-(2-methoxy-5-(4-(2-(4-oxopent-2-enoyl)-2,7-diazaspiro[3.5]nonan-7-yl)quinazolin-6-yl)pyridin-3-yl)benzenesulfonamide